4-(3-iodo-4-(methoxycarbonyl)benzoyl)piperazine-1-carboxylic acid tert-butyl ester C(C)(C)(C)OC(=O)N1CCN(CC1)C(C1=CC(=C(C=C1)C(=O)OC)I)=O